Ethane-dithiol C(C)(S)S